1-(2-Chlorophenyl)-4-((2-methoxyethyl)amino)-7-(trifluoromethoxy)quinazolin-2(1H)-one ClC1=C(C=CC=C1)N1C(N=C(C2=CC=C(C=C12)OC(F)(F)F)NCCOC)=O